1-benzyl-4-[2-(2-ethoxypyridin-3-yl)pyrimidin-5-yl]piperidine-4-carbonitrile C(C1=CC=CC=C1)N1CCC(CC1)(C#N)C=1C=NC(=NC1)C=1C(=NC=CC1)OCC